1-[5-bromo-1-(4-chloro-phenyl)-2-(5-chloro-pyridin-2-ylmethyl)-7-fluoro-3-oxo-2,3-dihydro-1H-isoindol-1-yloxymethyl]-cyclopropanecarboxylic acid amide BrC=1C=C2C(N(C(C2=C(C1)F)(OCC1(CC1)C(=O)N)C1=CC=C(C=C1)Cl)CC1=NC=C(C=C1)Cl)=O